tert-butyl 3-(1-((1s,3s)-adamantan-1-ylmethyl)-5-methyl-1H-pyrazol-4-yl)-6-(8-(benzo[d]thiazol-2-ylcarbamoyl)-3,4-dihydroisoquinolin-2(1H)-yl)picolinate C12(CC3CC(CC(C1)C3)C2)CN2N=CC(=C2C)C=2C(=NC(=CC2)N2CC3=C(C=CC=C3CC2)C(NC=2SC3=C(N2)C=CC=C3)=O)C(=O)OC(C)(C)C